FC1=C(CN2CCN(C3=C(C2=O)C=CC=N3)C)C=CC(=C1)O[C@@H](CCNC)C1=C(C=CC=C1)F (S)-4-(2-fluoro-4-(1-(2-fluorophenyl)-3-(methylamino)propoxy)benzyl)-1-methyl-1,2,3,4-tetrahydro-5H-pyrido[2,3-e][1,4]diazepin-5-one